N1CC(C1)CN1C(NC(=C1)C(C(=O)OCC)=C)CN1CCC(CC1)C1=CC=CC=2OC(OC21)(C)C2=C(C=C(C=C2)Cl)F ethyl ((E)-3-(azetidin-3-ylmethyl)-2-((4-(2-(4-chloro-2-fluorophenyl)-2-methylbenzo[d][1,3]dioxol-4-yl)piperidin-1-yl)methyl)-1H-imidazol-5-yl)acrylate